alpha-(ethoxymethylene)cyanoacetamide C(C)OC=C(C(=O)N)C#N